2-HYDROXY-5-PROPYL-BENZALDEHYDE OC1=C(C=O)C=C(C=C1)CCC